COC1=CC=C(C(=O)OC2=CC(=C(C=C2)O)C(C(C(=O)C2=CC=C(C=C2)OC)C)=O)C=C1 4-hydroxy-3-(3-(4-methoxyphenyl)-2-methyl-3-oxopropanoyl)phenyl 4-methoxybenzoate